[O-]CCC.[Nb+5].[O-]CCC.[O-]CCC.[O-]CCC.[O-]CCC Niobium Propoxide